3-methyl-bi1e-anthracene CC=1C=C(C2=CC3=CC=CC=C3C=C2C1)C1=CC=CC2=CC3=CC=CC=C3C=C12